FC1=CC=C(COC=2C=C(OC[C@H](CNCCO)O)C=CC2OCC2=CC=C(C=C2)F)C=C1 (S)-1-(3,4-bis((4-fluorobenzyl)oxy)phenoxy)-3-((2-hydroxyethyl)amino)propan-2-ol